CN(C)CNC(C=C)=O N-((dimethylamino)methyl)acrylamide